ditert-butylhydroquinone C(C)(C)(C)C=1C(=C(O)C=CC1O)C(C)(C)C